FC(C(=O)O)(F)F.C(C1=CC=CC=C1)N1CCC(CC1)N(C1=C(N=C(S1)S(=O)(=O)NC1=NC(=CC=C1)F)C)C 5-((1-benzylpiperidin-4-yl)(methyl)amino)-N-(6-fluoropyridin-2-yl)-4-methylthiazole-2-sulfonamide trifluoroacetate salt